2-((4-methylphenyl)sulphonamido)-3,4-dioxetan CC1=CC=C(C=C1)S(=O)(=O)NC1COO1